5-bromo-1,3-dihydro-2H-benzo[d]imidazol-2-one BrC1=CC2=C(NC(N2)=O)C=C1